CC(CCOCCC(CCCC(C)C)C)CCCC(C)C di(3,7-dimethyloctyl) ether